(triethoxysilylpropyl)-(methyldiethoxysilylhexyl)amine C(C)O[Si](OCC)(OCC)CCCNCCCCCC[Si](OCC)(OCC)C